O=C1N(C(CC1)=O)OC(CN1CCN(CCN(CCN(CC1)CC(=O)[O-])CC(=O)[O-])CC(=O)[O-])=O 2,2',2''-(10-(2-((2,5-dioxopyrrolidin-1-yl)oxy)-2-oxoethyl)-1,4,7,10-tetraazacyclododecane-1,4,7-triyl)triacetate